7-(2-fluoro-6-methyl-phenyl)-N5-[[(2R)-pyrrolidin-2-yl]methyl]isoquinoline-3,5-diamine FC1=C(C(=CC=C1)C)C=1C=C(C=2C=C(N=CC2C1)N)NC[C@@H]1NCCC1